O1OCCCC1 1,2-Dioxan